5-(ethynyl-d)-6-fluoronaphthalene C(#C[2H])C1=C2C=CC=CC2=CC=C1F